ONC(CCCCCCNC(C1=CC=C(C=C1)CC1=C(NC2=CC=C(C=C12)OC)C)=O)=O N-(7-(hydroxyamino)-7-oxoheptyl)-4-((5-methoxy-2-methyl-1H-indol-3-yl)methyl)benzamide